BrC=1C=C(C=C2C(OC(OC2=O)C2=CC=CC=C2)=O)C=C(C1O)OC (3-bromo-4-hydroxy-5-methoxybenzylidene)-2-phenyl-1,3-dioxane-4,6-dione